tert-butyl {4-[5-amino-1-(2-methoxyethyl)-4-methyl-1H-pyrazol-3-yl]phenyl}methylcarbamate NC1=C(C(=NN1CCOC)C1=CC=C(C=C1)CNC(OC(C)(C)C)=O)C